C1(=CC=CC=C1)C1CCC=2N1N=CN2 5-phenyl-6,7-dihydro-5H-pyrrolo[1,2-b][1,2,4]triazol